C1(=CC(=CC=C1)C1=C(COC2=CC=C(C=C2)CCC(=O)O)C=CC=C1)C 3-(4-((2-(m-tolyl)benzyl)oxy)phenyl)propionic acid